(2R,3S,4S,5R)-3-(3,4-difluoro-2-methoxyphenyl)-N-(2-(2-hydroxyprop-2-yl)pyridin-4-yl)-4,5-Dimethyl-5-(trifluoromethyl)tetrahydrofuran-2-carboxamide FC=1C(=C(C=CC1F)[C@H]1[C@@H](O[C@]([C@H]1C)(C(F)(F)F)C)C(=O)NC1=CC(=NC=C1)C(C)(C)O)OC